5-fluoropyrimidine-2,4-dithione FC=1C(NC(NC1)=S)=S